7-(Propan-1-en-2-yl)-1H-indazol-3-amine C=C(C)C=1C=CC=C2C(=NNC12)N